ClC=1N=C(C2=C(N1)CC1(C3=CC=CC=C3C3=NN(C=C31)COCC[Si](C)(C)C)OC2)N2C[C@H]3CC[C@@H](C2)N3C(=O)OC(C)(C)C tert-butyl (1R,5S)-3-[2-chloro-2'-(2-trimethylsilylethoxymethyl) spiro[5,8-dihydropyrano[4,3-d]pyrimidine-7,4'-indeno[1,2-c]pyrazol]-4-yl]-3,8-diazabicyclo[3.2.1]octane-8-carboxylate